C(C)OC(=O)C=1SC=C(N1)C(F)(F)F 4-(trifluoromethyl)thiazole-2-carboxylic acid ethyl ester